C1=CC=CC=2C3=CC=CC=C3C(C12)COC(=O)N[C@H](C(=O)O)C(C)C (2S)-2-(9H-fluoren-9-ylmethoxycarbonylamino)-3-methyl-butanoic acid